N[C@H](C(=O)O)CCCC (2S)-2-aminocaproic acid